1-[(3-azidopropoxy)sulfonyl]-4-methylbenzene N(=[N+]=[N-])CCCOS(=O)(=O)C1=CC=C(C=C1)C